pentaerythritol phosphite glyceryl-monostearate C(C(O)CO)CCCCCCCCCCCCCCCCCC(=O)OCC(COP(O)O)(CO)CO